4,4,4-trifluoro-N-methylbutan-1-amine FC(CCCNC)(F)F